2-(7-(2'-Fluoro-2-methyl-[1,1'-biphenyl]-3-yl)-1,3,4,5-tetrahydro-2H-benzo[c]azepin-2-yl)ethan-1-ol FC1=C(C=CC=C1)C1=C(C(=CC=C1)C1=CC2=C(CN(CCC2)CCO)C=C1)C